[Cl-].COC 2-oxapropane chloride